(E)-3-(2-((4-((S)-2-(4-chloro-2-fluorophenyl)-2-methylbenzo[d][1,3]dioxol-4-yl)piperidin-1-yl)methyl)-1-(((R)-1,1-dioxidothietan-2-yl)methyl)-1H-imidazol-5-yl)acrylic acid ClC1=CC(=C(C=C1)[C@@]1(OC2=C(O1)C=CC=C2C2CCN(CC2)CC=2N(C(=CN2)/C=C/C(=O)O)C[C@@H]2S(CC2)(=O)=O)C)F